3-azabicyclo(3.1.0)hexane C12CNCC2C1